ClC=1C=2C(C(=NN1)C)=C(N(N2)C2=CC=C(C=C2)C)C2=CC=CC=C2 7-chloro-4-methyl-3-phenyl-2-p-tolyl-2H-pyrazolo[4,3-d]pyridazine